S(C1=C(C(=CC=C1C)C(C)(C)C)O)C1=C(C(=CC=C1C)C(C)(C)C)O thiobis(6-tert-butyl-3-methylphenol)